CSC=1N=CC2=C(N1)N(C=C2)C2CCCC2 2-methylmercapto-7-cyclopentyl-7H-pyrrolo[2,3-d]pyrimidine